hydroquinone bisdiphenyl-phosphite C1(=CC=CC=C1)P(O)(O)(O)C1=CC=CC=C1.C1(=CC=CC=C1)P(O)(O)(O)C1=CC=CC=C1.C1(O)=CC=C(O)C=C1